CC1=CN(CS1)[C@@H]1CCC12CCCC2 5-methyl-N-[(3R)-spiro[3.4]octan-3-yl]thiazole